[Cl-].C(CCCCCCCCCCCCCC)[N+](CCC[Si](OCC)(OCC)OCC)(C)C pentadecyl-dimethyl-(3-triethoxysilylpropyl)ammonium chloride